CS(=O)(=O)O.C(CCC)P(CCCC)(CCCC)CCCC tetrabutyl-phosphine methanesulfonate